COC1=CC=C(C=C1)/C=C/C(=O)N[C@@H](CCC(=O)O)C(=O)O (E)-(3-(4-methoxyphenyl)acryloyl)-L-glutamic acid